F[C@@H]1[C@H]2CC[C@@H](C[C@@H]1N(C1=CC=C(N=N1)C1=C(C=CC=C1)O)C)N2 2-(6-(((1R,2R,3S,5S)-2-fluoro-8-azabicyclo[3.2.1]octan-3-yl)(methyl)amino)pyridazin-3-yl)phenol